(borono) benzylcarbamate C(C1=CC=CC=C1)NC(OB(O)O)=O